FC(C=1C=C2C=NN3C(C2=CC1)=NN=N3)(F)F 8-(Trifluoromethyl)tetrazolo[5,1-a]phthalazine